ClC1=NC(=C2C(=N1)N(N=C2)[C@H]2[C@@H]([C@@H]([C@H](O2)COC(COC)(COC)P(O)(O)=O)O)O)NCC2CC2 (2-(((2R,3S,4R,5R)-5-(6-chloro-4-((cyclopropylmethyl)amino)-1H-pyrazolo[3,4-d]pyrimidin-1-yl)-3,4-dihydroxytetrahydrofuran-2-yl)methoxy)-1,3-dimethoxypropan-2-yl)phosphonic acid